C(C1=CC=CC=C1)OC=1C(=NC2=CC=C(C=C2C1)Br)C(=O)Cl 3-Benzyloxy-6-bromo-quinoline-2-carbonyl chloride